N[C@@H]1C2=CC=CC=C2CC12CCN(CC2)C=2C(=NC(=CN2)C#CCN2C=CC1=CC(=CC=C21)[N+](=O)[O-])CO (S)-(3-(1-amino-1,3-dihydrospiro[inden-2,4'-piperidin]-1'-yl)-6-(3-(5-nitroindol-1-yl)prop-1-yn-1-yl)pyrazin-2-yl)methanol